3-((3-((6-amino-2-fluoro-9H-purine-9-yl)methyl)benzyl)thio)propan-1-ol NC1=C2N=CN(C2=NC(=N1)F)CC=1C=C(CSCCCO)C=CC1